quinolin-4(2H)-one-3,3-d2 tert-butyl-(S)-2-(2-(3-fluoropyrrolidin-1-yl)pyrimidin-5-yl)-4-oxo-6,7-dihydrothiazolo[5,4-c]pyridine-5(4H)-carboxylate C(C)(C)(C)OC(=O)N1C(C2=C(CC1)N=C(S2)C=2C=NC(=NC2)N2C[C@H](CC2)F)=O.N2CC(C(C1=CC=CC=C21)=O)([2H])[2H]